bis-fluorenyl-zirconocene C1(=CC=CC=2C3=CC=CC=C3CC12)[C-]1C=CC=C1.[C-]1(C=CC=C1)C1=CC=CC=2C3=CC=CC=C3CC12.[Zr+2]